OCCS(=O)(=O)C=1C=C(C=CC1OC)C=1C(=NN2C1N=C(C=C2NCC2=CC(=CC=C2)C=2N(C=CN2)C)C(C)(C)O)C 2-(3-(3-((2-Hydroxyethyl)sulfonyl)-4-methoxyphenyl)-2-methyl-7-((3-(1-methyl-1H-imidazol-2-yl)benzyl)amino)pyrazolo[1,5-a]pyrimidin-5-yl)propan-2-ol